ClC1=CC=C(C(=C1O)C=1N=NC(=C2C1N=CC=C2)N[C@H]2CN(CCC2)C)F 6-chloro-3-fluoro-2-(5-{[(3R)-1-methylpiperidin-3-yl]amino}pyrido[2,3-d]pyridazin-8-yl)phenol